(Z)-N-(5-((5-fluoro-2-oxoindol-3-ylidene)methyl)-4-methyl-1H-pyrrol-3-yl)-2-(4-methylpiperazin-1-yl)acetamide FC=1C=C2/C(/C(NC2=CC1)=O)=C/C1=C(C(=CN1)NC(CN1CCN(CC1)C)=O)C